8-chloro-5-((2-(3-(5-chloro-6-oxo-1,6-dihydropyridazin-4-yl)propyl)-2-azaspiro[3.3]heptan-6-yl)oxy)isoquinolin-1(2H)-one ClC=1C=CC(=C2C=CNC(C12)=O)OC1CC2(CN(C2)CCCC=2C=NNC(C2Cl)=O)C1